C(C(O)C)(=O)[O-].[Al+3].C(C(O)C)(=O)[O-].C(C(O)C)(=O)[O-] aluminum Lactate